4-cyclohexyl-3-methyl-3-buten-2-one O-methyloxime CON=C(C)C(=CC1CCCCC1)C